C[Si](OCCC#C[Si](C)(C)C)(C)C Trimethyl-((4-(trimethylsilyl)but-3-yn-1-yl)oxy)silane